FC(C=1C=NC(=NC1)N1CCC(CC1)N1C(C(CC1)OC[C@H](C)OC1=C(C(NN=C1)=O)C(F)(F)F)=O)F 5-(((2S)-1-((1-(1-(5-(difluoromethyl)pyrimidin-2-yl)piperidin-4-yl)-2-oxopyrrolidin-3-yl)oxy)propan-2-yl)oxy)-4-(trifluoromethyl)pyridazin-3(2H)-one